BrC1=C2CCCN(C2=CC=C1CC=1C(=C2CCCN(C2=CC1)C)Br)C bis(5-bromo-1-methyl-1,2,3,4-tetrahydroquinolin-6-yl)methane